C12C(C(C(CC1C(=O)O)C2C(=O)O)C(=O)O)C(=O)O norbornane-2,3,6,7-tetracarboxylic acid